N-(1-cyclobutyl-5,7-difluoro-1H-benzo[d]imidazol-2-yl)-3,3-dimethylbutanamide C1(CCC1)N1C(=NC2=C1C(=CC(=C2)F)F)NC(CC(C)(C)C)=O